(Z)-methyl 16-(2-(dimethylamino)-3-((8-methoxy-8-oxooctyl)oxy)propoxy)hexadec-7-enoate CN(C(COCCCCCCCC\C=C/CCCCCC(=O)OC)COCCCCCCCC(=O)OC)C